(S)-4-(1-((tert-butyldimethylsilyl)oxy)-2-hydroxypropan-2-yl)thiophene-2-sulfonamide [Si](C)(C)(C(C)(C)C)OC[C@@](C)(O)C=1C=C(SC1)S(=O)(=O)N